tert-butyl 3-((6-((5-(difluoromethoxy)-1H-pyrazol-3-yl)amino)pyrazin-2-yl)oxy)-8-azabicyclo[3.2.1]octane-8-carboxylate FC(OC1=CC(=NN1)NC1=CN=CC(=N1)OC1CC2CCC(C1)N2C(=O)OC(C)(C)C)F